ClC1=C(C(=O)NCCOCCN(CCC)CCC)C=CC(=C1)NC=1C=2N(C=CN1)C(=CN2)C2=C(C(=C(C=C2)OCC#N)F)F 2-Chloro-4-[[3-[4-(cyanomethoxy)-2,3-difluoro-phenyl]imidazo[1,2-a]pyrazin-8-yl]amino]-N-[2-[2-(dipropylamino)ethoxy]ethyl]benzamide